Valine-Acetic Anhydride C(C)(=O)OC([C@@H](N)C(C)C)=O